COC=1C=C(C(=O)[O-])C=C(C1OC)OC 3,4,5-TRIMETHOXYBENZOAT